N[C@H](C(=O)OC)CC=1C=2C3C(COC2C(=CC1)C1=C(C=C(C=C1Cl)F)Cl)C3 methyl (2S)-2-amino-3-(4-(2,6-dichloro-4-fluorophenyl)-1,1a,2,7b-tetrahydrocyclopropa[c]chromen-7-yl)propanoate